C(CC)(=O)NC1=NC=CC=N1 propionamidopyrimidin